C(CCCCC)OC(CCCO)OCCCCCC 4,4-bis(hexyloxy)butan-1-ol